ClC1=CC=C2C(=CNC2=C1N1N=CC=C1)S(=O)(=O)NC1=NC(=C(C(=N1)OC)OCCF)OC 6-chloro-N-[5-(2-fluoroethoxy)-4,6-dimethoxy-pyrimidin-2-yl]-7-pyrazol-1-yl-1H-indole-3-sulfonic acid amide